octadecenyl-carboxylic anhydride C(=CCCCCCCCCCCCCCCCC)C(=O)OC(=O)C=CCCCCCCCCCCCCCCCC